methyl-1-(3-pyridylsulfonyl)-2-bromo-1H-pyrrole-3-carboxamide CC=1C(=C(N(C1)S(=O)(=O)C=1C=NC=CC1)Br)C(=O)N